(S)-2,2-dimethyl-8-oxo-2,3,4,8-tetrahydropyrano[3,2-g]chromen-3-yl 3-(pyridin-2-yl)propanoate N1=C(C=CC=C1)CCC(=O)O[C@@H]1C(OC2=CC3=C(C=C2C1)C=CC(O3)=O)(C)C